1-Ethyl-3-(5-(2-fluoro-5-((6-methyl-4-oxo-3,4-dihydrophthalazin-1-yl)methyl)phenyl)-1H-benzoimidazol-2-yl)urea C(C)NC(=O)NC1=NC2=C(N1)C=CC(=C2)C2=C(C=CC(=C2)CC2=NNC(C1=CC(=CC=C21)C)=O)F